4-[[(methyl-anilino)methylene]amino]benzoic acid ethyl ester C(C)OC(C1=CC=C(C=C1)N=CN(C1=CC=CC=C1)C)=O